1-(1,5-bis(tetrahydrofuran-2-yl)isoquinolin-4-yl)-N-(5-chloro-6-(2H-1,2,3-triazol-2-yl)pyridin-3-yl)-5-(trifluoromethyl)-1H-pyrazole-4-carboxamide O1C(CCC1)C1=NC=C(C2=C(C=CC=C12)C1OCCC1)N1N=CC(=C1C(F)(F)F)C(=O)NC=1C=NC(=C(C1)Cl)N1N=CC=N1